C(#N)C1=CC(=NC=C1)S(=O)(=O)NC1CC(C1)NC1=C2C(=NC=C1C=1OC(=NN1)C)NC=C2 4-cyano-N-((1s,3s)-3-((5-(5-methyl-1,3,4-oxadiazol-2-yl)-1H-pyrrolo[2,3-b]pyridin-4-yl)amino)cyclobutyl)pyridine-2-sulfonamide